C1(CC1)N1N=CC(=C1)C1=CC(=NC=C1)N(C(=O)[C@@H]1CC[C@H](CC1)CC(=O)OCC)C[C@@H]1CC[C@H](CC1)C1=NC(=C(C=C1)OC)C Ethyl 2-(trans-4-((4-(1-cyclopropyl-1H-pyrazol-4-yl)pyridin-2-yl)((trans-4-(5-methoxy-6-methylpyridin-2-yl)cyclohexyl)methyl)carbamoyl)cyclohexyl)acetate